1,4-phenylenedi-methanol C1(=CC=C(C=C1)CO)CO